1,3-bis[(1H-imidazole-1-yl)methyl]benzene N1(C=NC=C1)CC1=CC(=CC=C1)CN1C=NC=C1